methyl (2Z)-2-[(5-cyano-2-cyclopropyl-3-oxo-2,4-dihydroquinoxalin-1-yl)imino]propanoate C(#N)C1=C2NC(C(N(C2=CC=C1)\N=C(/C(=O)OC)\C)C1CC1)=O